NC1=CC(=C2NC3(COCC3)CCCCC[C@](C3=NN=C(C1=N2)O3)(O)C(F)(F)F)C(F)(F)F (6R)-17-amino-6,15-bis(trifluoromethyl)spiro[19-oxa-3,4,13,18-tetrazatricyclo[12.3.1.12,5]nonadeca-1(18),2,4,14,16-pentaene-12,3'-tetrahydrofuran]-6-ol